COC(=O)[C@H]1N(C[C@H](C1)OC1=NC=CC(=N1)Br)C(=O)OC(C)(C)C (2S,4S)-4-(4-bromopyrimidin-2-yl)oxypyrrolidine-1,2-dicarboxylic acid O1-tert-butyl O2-methyl ester